1-((2-(trimethylsilyl)ethoxy)methyl)-6-vinyl-1H-benzo[d]imidazole C[Si](CCOCN1C=NC2=C1C=C(C=C2)C=C)(C)C